1-(3-fluoro-[1,1'-biphenyl]-4-yl)-N-methyl-methylamine FC=1C=C(C=CC1CNC)C1=CC=CC=C1